[NH4+].[NH4+].C(C)N1CSC2=C1C=CC(=C2)S(=O)(=O)[O-].C(C)N2CSC1=C2C=CC(=C1)S(=O)(=O)[O-] bis(3-ethyl-benzothiazole-6-sulfonic acid) diammonium Salt